CN1C(N(C2=C1C(=CC=C2)C2CC(C2)OCCCNC)C2C(NC(CC2)=O)=O)=O 3-(3-methyl-4-{3-[3-(methylamino)propoxy]cyclobutyl}-2-oxo-1,3-benzodiazol-1-yl)piperidine-2,6-dione